(3R,4R)-1-cyclopentyl-4-{[5-(2,4-difluoro-phenyl)-isoxazole-3-carbonyl]-amino}-piperidine-3-carboxylic acid dimethylamide CN(C(=O)[C@@H]1CN(CC[C@H]1NC(=O)C1=NOC(=C1)C1=C(C=C(C=C1)F)F)C1CCCC1)C